3,3-dimethoxypropyl-s-triazine COC(CCC1=NC=NC=N1)OC